acryloyloxybutane-1-sulfonic acid C(C=C)(=O)OC(CCC)S(=O)(=O)O